S1C2=C(C=C1)C(=CC=C2)N2CCN(CC2)CCCCOC2=CC=C1C(CC(N(C1=C2)COCC2=CC=CC=C2)=O)(C)C 7-[4-(4-Benzo[b]thiophen-4-ylpiperazin-1-yl)butoxy]-1-benzyloxymethyl-4,4-dimethyl-3,4-dihydro-1H-quinolin-2-one